C(C)(C)(C)OC(=O)N[C@H](C(=O)OCC#N)CC1=NC(=CC=C1)C#N Cyanomethyl (S)-2-((tert-butoxy-carbonyl)amino)-3-(6-cyanopyridin-2-yl)propanoate